ClC1=CC=C(C=C1)C(C(=O)C1=CC=C(C=N1)NC(OC(C)(C)C)=O)(F)F Tert-butyl (6-(2-(4-chlorophenyl)-2,2-difluoroacetyl)pyridin-3-yl)carbamate